trans-1,3-dimethyl-cyclohexane C[C@@H]1C[C@H](CCC1)C